C(CC(C)CCC=C(C)C)C(C(C(O)CCC(C)CCC=C(C)C)O)O di-citronellyl-glycerol